(2R,5R)-2-fluoro-5-methyl-1,2,3,5,6,7-hexahydro-s-indacen-4-amine F[C@@H]1CC=2C=C3CC[C@H](C3=C(C2C1)N)C